2-Hydroxyphenyl-benzotriazol OC1=C(C=CC=C1)C1=CC=CC=2NN=NC21